1,1'-(2,4,6-trihydroxy-1,3-phenylene)bis(8-(1H-pyrazol-1-yl)octan-1-one) OC1=C(C(=CC(=C1C(CCCCCCCN1N=CC=C1)=O)O)O)C(CCCCCCCN1N=CC=C1)=O